CN1CCC(=C2C3=C(C(=O)CC4=CC=CC=C42)SC=C3)CC1 The molecule is an organic heterotricyclic compound that is 4,9-dihydro-10H-benzo[4,5]cyclohepta[1,2-b]thiophen-10-one which is substituted at position 4 by a 1-methylpiperidin-4-ylidene group. A blocker of histamine H1 receptors with a stabilising action on mast cells, it is used (usually as its hydrogen fumarate salt) for the treatment of asthma, where it may take several weeks to exert its full effect. It has a role as a H1-receptor antagonist and an anti-asthmatic drug. It is an organosulfur heterocyclic compound, an organic heterotricyclic compound, a cyclic ketone, a member of piperidines, an olefinic compound and a tertiary amino compound. It is a conjugate base of a ketotifen(1+).